FC1=C(C=CC=C1OC)C1=NC(=NC2=CC(=CC=C12)OC)N1CC2(CN(C2)C(C=C)=O)CC1 1-(6-(4-(2-fluoro-3-methoxyphenyl)-7-methoxy-2-quinazolinyl)-2,6-diazaspiro[3.4]octan-2-yl)-2-propen-1-one